F[C@H]1[C@H](CNC1=O)CF (2S,3R,4S)-4-fluoro-3-(fluoromethyl)-5-oxopyrrolidin